2-chloro-7-(phenylsulfonyl)-6-(2-(tetrahydro-2H-pyran-2-yl)-2H-1,2,3-triazol-4-yl)-7H-pyrrolo[2,3-d]pyrimidine ClC=1N=CC2=C(N1)N(C(=C2)C2=NN(N=C2)C2OCCCC2)S(=O)(=O)C2=CC=CC=C2